C1(=CC=CC=C1)S(=O)C=1C(=NC=C(C1)C(F)(F)F)C(=NO)N 3-(benzenesulfinyl)-N'-hydroxy-5-(trifluoromethyl)pyridine-2-carboxamidine